3-methylamino-3-(trimethylsiloxy)-1,1,1,5,5,5-hexamethyltrisiloxane CN[Si](O[Si](C)(C)C)(O[Si](C)(C)C)O[Si](C)(C)C